Propyl 2-(3-chlorophenyl)-4,6-diethyl-5-propylsulfanylcarbonylpyridine-3-carboxylate ClC=1C=C(C=CC1)C1=NC(=C(C(=C1C(=O)OCCC)CC)C(=O)SCCC)CC